N1(C=NC=C1)C=1C=C(CN(C2=CC(=NC=C2)OCCOC2=CC(=CC=C2)N(C)C)CC2=CC(=CC=C2)OC)C=CC1 N-(3-(1H-imidazol-1-yl)benzyl)-2-(2-(3-(dimethylamino)phenoxy)ethoxy)-N-(3-methoxybenzyl)pyridin-4-amine